o-trifluoroethoxyaniline FC(COC1=C(N)C=CC=C1)(F)F